C(C)N1N=CC(=C1)CN1C(N(C=C1C)C1=C(C(=CC(=C1)N(C1CCOCC1)C)C(F)(F)F)F)=O 3-[(1-ethyl-1H-pyrazol-4-yl)methyl]-1-{2-fluoro-5-[methyl(oxan-4-yl)amino]-3-(trifluoromethyl)phenyl}-4-methyl-1,3-dihydro-2H-imidazol-2-one